3-Cyclopropyl-6-[3-fluoro-4-methylphenyl]-4-oxo-4,5-dihydropyrazolo[1,5-a]pyrazine-2-carboxylic acid C1(CC1)C=1C(=NN2C1C(NC(=C2)C2=CC(=C(C=C2)C)F)=O)C(=O)O